2-(difluoromethyl)-3-methyl-pyrimido[1,2-b]pyridazin-4-one FC(C=1N=C2N(N=CC=C2)C(C1C)=O)F